C(C)OC(=O)[C@@H]1C([C@H]1C#CCl)(C)C trans-3-(2-chloroethynyl)-2,2-dimethyl-1-cyclopropanecarboxylic acid ethyl ester